OC[C@H](C1=CC=CC=C1)NC1=CC(=NC=C1C=1OC(=NN1)C)NC1=CC=C2C(NN(C2=C1)C(C)C)=O (S)-6-((4-((2-hydroxy-1-phenylethyl)amino)-5-(5-methyl-1,3,4-oxadiazol-2-yl)pyridin-2-yl)amino)-1-isopropyl-1,2-dihydro-3H-indazol-3-one